COC1=C(C=CC(=C1)OC)CN(C(OC(C)(C)C)=O)C1CC2=C(OC1)C(=CS2)I tert-butyl N-[(2,4-dimethoxyphenyl)methyl]-N-(3-iodo-6,7-dihydro-5H-thieno[3,2-b]pyran-6-yl)carbamate